1,4-Dimethylpyrrolidin-3-yl(8-amino-7-fluoro-6-(8-methyl-2,3-dihydro-1H-pyrido[2,3-b][1,4]oxazin-7-yl)isoquinolin-3-yl)carbamate CN1CC(C(C1)C)N(C([O-])=O)C=1N=CC2=C(C(=C(C=C2C1)C1=C(C2=C(OCCN2)N=C1)C)F)N